2-(2,6-Dioxopiperidin-3-yl)-4-(hept-6-yn-1-ylamino)isoindoline-1,3-dione O=C1NC(CCC1N1C(C2=CC=CC(=C2C1=O)NCCCCCC#C)=O)=O